{1-[4-(4-cyclopropylmethoxy-thiazol-2-yl)-2,6-difluoro-phenyl]-piperidin-4-yl}acetic acid C1(CC1)COC=1N=C(SC1)C1=CC(=C(C(=C1)F)N1CCC(CC1)CC(=O)O)F